FC(C(=O)O)(F)F.N[C@H]1CN(CC1)C1=NC=CC2=CC(=CC=C12)NC(C=C)=O (R)-N-(1-(3-aminopyrrolidin-1-yl)isoquinolin-6-yl)acrylamide 2,2,2-trifluoroacetate